bis-dioleyl-dimethylammonium chloride [Cl-].C(CCCCCCC\C=C/CCCCCCCC)[N+](C)(C)CCCCCCCC\C=C/CCCCCCCC.C(CCCCCCC\C=C/CCCCCCCC)[N+](C)(C)CCCCCCCC\C=C/CCCCCCCC.[Cl-]